C(C)(C)(C)OC(=O)N1CCC2(CN(C(O2)=O)C=2C=C3C(=NC=NC3=CC2OC)NC2=C(C(=CC=C2F)Cl)F)CC1 3-(4-((3-chloro-2,6-difluorophenyl)amino)-7-methoxyquinazolin-6-yl)-2-oxo-1-oxa-3,8-diazaspiro[4.5]decane-8-carboxylic acid tert-butyl ester